4-benzyl-5-chloro-N-(4-cyano-2-fluorophenyl)-1H-pyrrole-3-sulfonamide C(C1=CC=CC=C1)C=1C(=CNC1Cl)S(=O)(=O)NC1=C(C=C(C=C1)C#N)F